C1(=C2C(=CC=C1)O2)C(C2=C1C(=CC=C2)O1)C1=C2C(=CC=C1)O2 epoxytriphenylmethane